β,β-difluoro-3-(trifluoromethyl)-2-pyridinepropanoic acid FC(CC(=O)O)(C1=NC=CC=C1C(F)(F)F)F